NC1=C2N=CN(C2=NC(=N1)Cl)[C@H]1[C@@H]([C@@H]([C@H](O1)COC(C(=O)O)(C(=O)O)CC1=CC=C(C=C1)C(=O)O)O)O 2-(((2R,3S,4R,5R)-5-(6-amino-2-chloro-9H-purin-9-yl)-3,4-dihydroxytetrahydro-furan-2-yl)methoxy)-2-(4-carboxybenzyl)malonic acid